FC=1C=C(CN2C=C(C=C2)[N+](=O)[O-])C=C(C1)F 1-(3,5-difluorobenzyl)-3-nitro-1H-pyrrole